5-((4-(4-(4-((9-cyclopentyl-8-(phenylamino)-9H-purin-2-yl)amino)phenyl)piperazin-1-yl)piperidin-1-yl)methyl)-2-(2,6-dioxopiperidin-3-yl)isoindoline-1,3-dione C1(CCCC1)N1C2=NC(=NC=C2N=C1NC1=CC=CC=C1)NC1=CC=C(C=C1)N1CCN(CC1)C1CCN(CC1)CC=1C=C2C(N(C(C2=CC1)=O)C1C(NC(CC1)=O)=O)=O